(R)-6-(1-(7-acryloyl-7-azaspiro[3.5]nonan-2-yl)-5-methyl-1H-pyrazol-4-yl)-4-(1-(5-fluoropyridin-2-yl)-2-hydroxyethoxy)pyrazolo[1,5-a]pyridine-3-carbonitrile C(C=C)(=O)N1CCC2(CC(C2)N2N=CC(=C2C)C=2C=C(C=3N(C2)N=CC3C#N)O[C@@H](CO)C3=NC=C(C=C3)F)CC1